Cl.N1=C(C=CC=2CCCNC12)CCCC(=O)O 4-(5,6,7,8-tetrahydro-1,8-naphthyridin-2-yl)butyric acid hydrochloride